CC1=C(C(=O)N)C=CC=C1C(F)(F)F methyl-3-(trifluoromethyl)benzamide